N-(furan-2-ylmethyl)-3-(naphthalene-2-sulfonamido)isonicotinamide O1C(=CC=C1)CNC(C1=C(C=NC=C1)NS(=O)(=O)C1=CC2=CC=CC=C2C=C1)=O